C(C)(C)N(C(=O)N(CC1=C(C(=CC(=C1)F)F)F)C)C(C)C 1,1-diisopropyl-3-methyl-3-(2,3,5-trifluorobenzyl)urea